C(C)(=O)NC(NC1=CC=C(C=C1)S(=O)(=O)Cl)=O 4-(3-acetylureido)benzenesulfonyl chloride